L-4-butyl-resorcinol C(CCC)C1=C(C=C(O)C=C1)O